(S)-(4-cyclopropyl-2-(1-methyl-1H-pyrazol-4-yl)oxazol-5-yl)(4-(4-(difluoromethyl)pyrazolo[1,5-a]pyridin-2-yl)-1,4,6,7-tetrahydro-5H-imidazo[4,5-c]pyridin-5-yl)methanone C1(CC1)C=1N=C(OC1C(=O)N1[C@@H](C2=C(CC1)NC=N2)C2=NN1C(C(=CC=C1)C(F)F)=C2)C=2C=NN(C2)C